2-(6-methyl-2-((1-(methylsulfonyl)piperidin-4-yl)amino)pyrido[3,4-d]pyrimidin-8-yl)-2,5-diazaspiro[3.4]octan-6-one CC1=CC2=C(N=C(N=C2)NC2CCN(CC2)S(=O)(=O)C)C(=N1)N1CC2(C1)NC(CC2)=O